N-acetylglucosamine ammonium salt [NH4+].C(C)(=O)N[C@H]1C(O)O[C@@H]([C@H]([C@@H]1O)O)CO